2,6-di-tert-butyl-4-methylphenyl-nonylphenyl-pentaerythritol diphosphite OP(O)OP(O)O.C(C)(C)(C)C1=C(C(=CC(=C1)C)C(C)(C)C)C(C(C(O)(C1=CC=CC=C1)CCCCCCCCC)(CO)CO)O